(2S,4S)-1-tert-butoxycarbonyl-4-[[4-[2-methyl-3-[3-(methylamino)propyl]benzimidazol-4-yl]pyrimidin-2-yl]amino]pyrrolidine-2-carboxylic acid C(C)(C)(C)OC(=O)N1[C@@H](C[C@@H](C1)NC1=NC=CC(=N1)C1=CC=CC=2N=C(N(C21)CCCNC)C)C(=O)O